C1(=CC=CC=C1)C1=CC=CC=2OC3=C(C21)C=C(C=C3)C3=CC=CC=C3 1,8-diphenyl-dibenzofuran